8-chloro-3,7-dimethyl-1H-purine ClC1N=C2N(CNC=C2N1C)C